NC1=C(C2=CC=CC=C2C=C1)C1=C(C=CC2=CC=CC=C12)N (+)-2,2'-diamino-1,1'-binaphthalene